C(C)(C)(C)C=1N=CC(=NC1)NC1=CC(=NN1)C1=CC=C(C=C1)NS(=O)(=O)CC 5-((5-(tert-butyl)pyrazin-2-yl)amino)-3-(4-(ethylsulfonamido)phenyl)-1H-pyrazole